5-(3-fluorophenyl)-7-(methoxymethyl)pyrazolo[1,5-a]Pyrimidine-3-carboxylic acid ethyl ester C(C)OC(=O)C=1C=NN2C1N=C(C=C2COC)C2=CC(=CC=C2)F